Cl.FC1=C(C=CC(=C1C1=CC2=C(N=C(N=C2)NCCC2CCNCC2)N(C1=O)C)F)NS(=O)(=O)N1C[C@@H](CC1)F (R)-N-(2,4-Difluoro-3-(8-methyl-7-oxo-2-((2-(piperidin-4-yl)ethyl)amino)-7,8-dihydropyrido[2,3-d]pyrimidin-6-yl)phenyl)-3-fluoropyrrolidine-1-sulfonamide hydrochloride